FC(C=1C(=C(C=CC1)[C@@H](C)NC1=NC(=NC2=CC(=C(C=C12)OC)NC(=O)C1CC1)C)F)F (R)-N-(4-((1-(3-(difluoromethyl)-2-fluorophenyl)ethyl)amino)-6-methoxy-2-methyl-quinazolin-7-yl)cyclopropylcarboxamide